C1CCC12OC[C@H](C2)COC2=NN=C(S2)NC(=O)C=2C=NC(=CC2C2=CC(=NC=C2OC)Cl)C (S)-N-(5-((5-oxaspiro(3.4)octan-7-yl)methoxy)-1,3,4-thiadiazol-2-yl)-2'-chloro-5'-methoxy-6-methyl-(4,4'-bipyridine)-3-carboxamide